C(C=C)N1N(C2=NC(=NC=C2C1=O)NC=1C=C2C=NN(C2=CC1)C)C1=NC(=CC=C1)OC1CCN(CC1)CCC 2-allyl-6-(1-methyl-1H-indazol-5-ylamino)-1-[6-(1-propyl-4-piperidyloxy)-2-pyridyl]-1,2-dihydro-3H-1,2,5,7-tetraazainden-3-one